ClC1=CC(=C(C=N1)C#CC=1C=NN(C1)CCCN(C)C)F 3-(4-((6-chloro-4-fluoropyridin-3-yl)ethynyl)-1H-pyrazol-1-yl)-N,N-dimethylpropan-1-amine